FC(C1=CC(=C(OC2=CC=C(C=N2)CN2C(C[C@@H]([C@@H]2C)O)=O)C=C1)F)F (4S,5S)-1-({6-[4-(difluoromethyl)-2-fluorophenoxy]pyridin-3-yl}methyl)-4-hydroxy-5-methylpyrrolidin-2-one